NC12CN(CC2(C1)C(F)(F)F)C1=C2C=CC=NC2=C(C=C1)C#N 5-[1-amino-5-(trifluoromethyl)-3-azabicyclo[3.1.0]hex-3-yl]quinolin-8-carbonitrile